N1-(2-(divinylphosphoryl)phenyl)-N4,N4-dimethylbenzene-1,4-disulfonamide C(=C)P(=O)(C=C)C1=C(C=CC=C1)NS(=O)(=O)C1=CC=C(C=C1)S(=O)(=O)N(C)C